1-((1r,4r)-4-(cyanomethyl)cyclohexyl)-1,6-dihydroimidazo[4,5-d]Pyridine C(#N)CC1CCC(CC1)N1CN=C2C1=CCN=C2